4-(3,4-diethoxyphenyl)-6-oxo-1,6-dihydropyrimidine-5-carbonitrile C(C)OC=1C=C(C=CC1OCC)C=1N=CNC(C1C#N)=O